methyl (E)-4-(2-(2-(N-(1-(1-(naphthalen-1-yl)ethyl)piperidin-4-yl)acetamido)acetamido)acetamido)but-2-enoate C1(=CC=CC2=CC=CC=C12)C(C)N1CCC(CC1)N(C(C)=O)CC(=O)NCC(=O)NC/C=C/C(=O)OC